(S)-2-(3-(2-(2-(2-azidoethoxy)ethoxy)ethoxy)propanamido)-N-benzyl-3-methoxypropanamide N(=[N+]=[N-])CCOCCOCCOCCC(=O)N[C@H](C(=O)NCC1=CC=CC=C1)COC